CN1N=NC(=C1)C(=O)N1[C@H](CNCC1)C (S)-(1-methyl-1H-1,2,3-triazol-4-yl)(2-methylpiperazin-1-yl)methanone